FC(C(F)(F)F)(O[Si](OC(C(F)(F)F)(F)F)(OC(C(F)(F)F)(F)F)C(C(C(C(C(C(C(C(C(C(C(C(C(F)(F)F)(F)F)(F)F)(F)F)(F)F)(F)F)(F)F)(F)F)(F)F)(F)F)(F)F)(F)F)(F)F)F perfluorotridecyl-triethoxysilane